[Cl-].C(C)O[Si](CCC[N+](C)(C)CCCCCCCCCC)(OCC)OCC 3-(triethoxysilyl)propyl-n-decyldimethyl-ammonium chloride